C(CCCCC(C)C)C1(C(=O)O)C(C(=O)O)(C=CC=C1)CCCCCC(C)C.C1CCCCC1 cyclohexane 1,2-diisooctyl-phthalate